FC1=CC=C(C=C1)C1=CN(C2=CC=CC(=C12)C)C(C)C 3-(4-fluorophenyl)-1-isopropyl-4-methyl-1H-indole